OCC=1C(=C2C=C(N=CC2=C(N1)NC)NC(=O)C1CC1)C#CC1=NC=C(C=C1)OC N-(6-(hydroxymethyl)-5-((5-methoxypyridin-2-yl)ethynyl)-8-(methylamino)-2,7-naphthyridin-3-yl)cyclopropanecarboxamide